1-benzyl 3-methyl 5-methylenepiperidine-1,3-dicarboxylate C=C1CC(CN(C1)C(=O)OCC1=CC=CC=C1)C(=O)OC